ethyl 1-[bis(ethoxycarbonyl)amino]-5-methyl-1H-imidazole-2-carboxylate C(C)OC(=O)N(N1C(=NC=C1C)C(=O)OCC)C(=O)OCC